ClC=1C(=C(C=CC1)NC=1C(=NN2C1C(NCC2)=O)C2=C(C=NC=C2)C#CC2CC2)OC 3-[(3-chloro-2-methoxyphenyl)amino]-2-[3-(2-cyclopropylethynyl)pyridin-4-yl]-5H,6H,7H-pyrazolo[1,5-a]pyrazin-4-one